ClC1=NC=C(C(=N1)NCC1=CC=C(C=C1)N1N=C(C=C1OCC)C(F)(F)F)N 2-chloro-N4-[[4-[5-ethoxy-3-(trifluoromethyl)pyrazol-1-yl]phenyl]methyl]pyrimidine-4,5-diamine